O1C(NC2=C1C=CC=C2)=O 2-Benzoxazolinone